4-amino-3-hydroxy-5-cyclohexanoyl-N-hexylamide NC(C(CC[NH-])O)C(C)C(=O)C1CCCCC1